sodium cyanamide formate C(=O)[O-].N#CN.[Na+]